N1=C(C=NC=C1)C#N pyrazine-2-carboNitrile